rac-N-((2S,3R,4S)-2-{[2-(3,5-difluorophenyl)-1,3-thiazol-4-yl]methyl}-4-fluoro-1-(1-hydroxycyclobutane-1-carbonyl)pyrrolidin-3-yl)methanesulfonamide FC=1C=C(C=C(C1)F)C=1SC=C(N1)C[C@@H]1N(C[C@@H]([C@@H]1NS(=O)(=O)C)F)C(=O)C1(CCC1)O |r|